1,3-dimethyl-4-pyrazolecarboxylic acid CN1N=C(C(=C1)C(=O)O)C